C(C1=CC=CC=C1)(=O)O[C@@H]1[C@](O[C@H]([C@@H]1OC(C1=CC=CC=C1)=O)N1C=CC2=C1N=CN=C2NC(C2=CC=CC=C2)=O)(CO)N=[N+]=[N-] (2R,3S,4R,5R)-2-azido-5-(4-benzamido-7H-pyrrolo[2,3-d]pyrimidin-7-yl)-2-(hydroxymethyl)tetrahydrofuran-3,4-diyl dibenzoate